1-(4-(1-(2,6-dichlorophenyl)azetidin-3-yl)-2,5-dimethylbenzyl)-3-methylazetidin-3-yl acetate C(C)(=O)OC1(CN(C1)CC1=C(C=C(C(=C1)C)C1CN(C1)C1=C(C=CC=C1Cl)Cl)C)C